α,α'-bis(t-butylperoxy)-1,4-diisopropylbenzene C(C)(C)(C)OOC(C)(C)C1=CC=C(C=C1)C(C)(C)OOC(C)(C)C